rac-Dimethylsilylbis(1-indenyl)zirconium dichloride C[Si](C)([C]1[CH][CH][C]2[C]1C=CC=C2)[C]3[CH][CH][C]4[C]3C=CC=C4.Cl[Zr]Cl